CC(C(=O)O)(COC)N1C(C=C(C=C1)C)=O methyl-3-methoxy-2-(4-methyl-2-oxopyridin-1(2H)-yl)propanoic acid